C(C)(C)(C)N1N=C(C=C1NC(=O)C1=CC(=NN1C)COC)C1CC(CC1)OC1=NN(C=C1)C N-(1-(tert-butyl)-3-(3-((1-methyl-1H-pyrazol-3-yl)oxy)cyclopentyl)-1H-pyrazol-5-yl)-3-(methoxymethyl)-1-methyl-1H-pyrazole-5-carboxamide